C(C)(=O)NC1=NC=CC(=C1)C1=C(N=C(N1)SC)C=1C=C(C=CC1)NC(C1=CC=C(C=C1)F)=O N-(3-(5-(2-acetamidopyridin-4-yl)-2-(methylthio)-1H-imidazol-4-yl)phenyl)-4-fluorobenzamide